C(C)C(CO)(OCCOCC)O 2-ethyl-1,2-triethylene glycol